C(C[C@@H](C)O)O (R)-1,3-BUTANEDIOL